NC1=NC2=C(C=3N1N=C(N3)C=3OC=CC3)C=NN2C(C(=O)NC2CCCC2)C2=CC=CC=C2 2-(5-amino-2-(furan-2-yl)-7H-pyrazolo[4,3-e][1,2,4]triazolo[1,5-c]pyrimidin-7-yl)-N-cyclopentyl-2-phenylacetamide